butyramide potassium [K].C(CCC)(=O)N